ClC=1C=CC(=C(C1)C1=NN(C=C1NC(=O)C=1C=NN2C1N=CC=C2)CC(=O)N2CC(CC2)OC)OC N-(3-(5-chloro-2-methoxyphenyl)-1-(2-(3-methoxypyrrolidin-1-yl)-2-oxoethyl)-1H-pyrazol-4-yl)pyrazolo[1,5-a]pyrimidine-3-carboxamide